6-Methoxy-2-(4-(pyridazin-3-yl)cyclohexyl)-2H-indazole-5-carboxylic acid methyl ester COC(=O)C1=CC2=CN(N=C2C=C1OC)C1CCC(CC1)C=1N=NC=CC1